IC=1C=C(C(=O)NCC2=CSC(=C2)Cl)C=CC1C 3-iodo-4-methyl-N-(5-chlorothiophen-3-ylmethyl)benzamide